ClC1=CC(=C(C=C1)C#CC1=CC=CC2=C1N=C1N2CCN(C1)C(=O)[O-])F 9-[(4-chloro-2-fluorophenyl)ethynyl]-1,2,3,4-tetrahydrobenzo[4,5]imidazo[3,2-a]pyrazine-2-carboxylate